CC(C)=NNC(CCCCC(=O)NN=C(C)C)=O 1,6-bis[2-(1-methylethylidene)hydrazino]-1,6-hexanedione